O1COC2=C1C=CC(=C2)C2=NC(=C1C(=N2)N(N=C1)C1=CC(=CC=C1)F)NC(=O)C=1SC(=CC1)[N+](=O)[O-] N-(6-(benzo[d][1,3]dioxol-5-yl)-1-(3-fluorophenyl)-1H-pyrazolo[3,4-d]pyrimidin-4-yl)-5-nitrothiophene-2-carboxamide